COC1=CC=C(C=C1)C1=NN2C(=NC=3C(=CC=CC3C2=N1)SC(C)C)N[C@H]1C(NCCN(C1)C(=O)OCC1=CC=CC=C1)=O benzyl (6R)-6-({2-(4-methoxyphenyl)-7-[(propan-2-yl)sulfanyl][1,2,4]triazolo[1,5-c]quinazolin-5-yl} amino)-5-oxo-1,4-diazepane-1-carboxylate